13,16-Dihydroxyoctacosanoic acid OC(CCCCCCCCCCCC(=O)O)CCC(CCCCCCCCCCCC)O